COC(=O)[C@H]1N(C(CC1)=O)C(=O)OC(C)(C)C (S)-5-oxopyrrolidine-1,2-dicarboxylic acid 1-tert-butyl ester 2-methyl ester